NC=1N(C=C(N1)C=O)C 2-AMINO-1-METHYL-1H-IMIDAZOLE-4-CARBALDEHYDE